p-fluorophenylacetylene iodide [I-].FC1=CC=C(C=C1)C#C